Cl.NC1=C(C=C(N=N1)C1=C(C=CC(=C1)F)O)N1CCC(CC1)(C1=CC=CC=C1)CN 2-(6-amino-5-(4-(aminomethyl)-4-phenylpiperidin-1-yl)pyridazin-3-yl)-4-fluorophenol, hydrochloride salt